C(C1=CC=CC=C1)NC1=C2N=CN(C2=NC(=N1)C1=C(C(=CC=C1)F)F)[C@H]1[C@@H]([C@@H]([C@H](O1)C(=O)NC)O)O (2S,3S,4R,5R)-5-(6-(benzylamino)-2-(2,3-difluorophenyl)-9H-purin-9-yl)-3,4-dihydroxyl-N-methyltetrahydrofuran-2-carboxamide